2-chloro-5-((3-fluorophenyl)thio)pyrazine ClC1=NC=C(N=C1)SC1=CC(=CC=C1)F